4-(3,4-dimethoxyphenyl)-1H-imidazole COC=1C=C(C=CC1OC)C=1N=CNC1